[2-(3-methylimidazol-4-yl)-4-quinolyl]benzimidazole CN1C=NC=C1C1=NC2=CC=CC=C2C(=C1)C=1NC2=C(N1)C=CC=C2